CN1C=NC2=C(C1=O)C(=NN2)C#CC2=CC=CC=C2 5-methyl-1,5-dihydro-3-(phenylethynyl)-4H-pyrazolo[3,4-d]Pyrimidin-4-one